TRANS-5-PENTADECENE CCCC\C=C\CCCCCCCCC